FC1CNCC1 3-fluoropyrrolidin